C1(CC1)CS(=O)(=O)OCOC=1C=C2CCN3[C@@H](C2=CC1OC)C[C@H]([C@@H](C3)CC(C)(C)C)O 1-({[(2r,3r,11br)-3-(2,2-dimethylpropyl)-2-hydroxy-10-methoxy-1h,2h,3h,4h,6h,7h,11bh-pyrido[2,1-a]isoquinolin-9-yl] oxy} methyl) cyclopropylmethanesulfonate